NN1C(=NC(=C1C(=O)O)C1=CC=C(C=C1)C(NC1=NC=CC=C1)=O)CC1CCN(CC1)C(=O)OC(C)(C)C 1-amino-2-((1-(tert-butoxycarbonyl)piperidin-4-yl)methyl)-4-(4-(pyridin-2-ylcarbamoyl)phenyl)-1H-imidazole-5-carboxylic acid